COCOC=1C(=CC2=CN(N=C2C1C)C)C1=CC=C2C=C(C=NC2=N1)N1C[C@@H]([C@H](C1)C)NC(OC(C)(C)C)=O tert-butyl N-[(3R,4S)-1-{7-[6-(methoxymethoxy)-2,7-dimethylindazol-5-yl]-1,8-naphthyridin-3-yl}-4-methylpyrrolidin-3-yl]carbamate